NC1=C(C(=NN1COCC[Si](C)(C)C)C1=CC=NC=C1)C(=O)N 5-Amino-3-(pyridin-4-yl)-1-((2-(trimethylsilyl)ethoxy)methyl)-1H-pyrazole-4-carboxamide